tert-butyl (4-((3-cyclopropyl-1-((2-(trimethylsilyl)ethoxy)methyl)-1H-pyrrolo[2,3-b]pyridin-4-yl)ethoxy)-2-fluorophenyl)carbamate C1(CC1)C1=CN(C2=NC=CC(=C21)CCOC2=CC(=C(C=C2)NC(OC(C)(C)C)=O)F)COCC[Si](C)(C)C